(R)-N-(3-((3-(dimethylamino)pyrrolidin-1-yl)methyl)-5-(trifluoromethyl)phenyl)-6-((4-methoxypyrimidin-5-yl)methyl)-4,5,6,7-tetrahydrothieno[2,3-c]pyridine-3-carboxamide CN([C@H]1CN(CC1)CC=1C=C(C=C(C1)C(F)(F)F)NC(=O)C1=CSC=2CN(CCC21)CC=2C(=NC=NC2)OC)C